NC1=C([N+](=CC2=C(C(=CC=C12)F)C=1C(=CC2=C(OCC(N2C)=O)C1)OC)[O-])C(NCCC)=O 4-amino-7-fluoro-8-(6-methoxy-4-methyl-3-oxo-3,4-dihydro-2H-benzo[b][1,4]oxazin-7-yl)-3-(propylcarbamoyl)isoquinoline-2-oxide